6-amino-2-cyclopropyl-7-(3-methoxy-2,6-dimethylphenyl)-3-methylpyrrolo[1,2-b]pyridazine-5-carbonitrile NC=1C(=C2N(N=C(C(=C2)C)C2CC2)C1C1=C(C(=CC=C1C)OC)C)C#N